BrC1=C(C=CC(=C1)N1CC2N(CC1)CCC2)NC2=NC=C(C(=N2)NCCCNC(=O)C2CCC2)C(F)(F)F N-(3-((2-((2-bromo-4-(hexahydropyrrolo[1,2-a]pyrazin-2(1H)-yl)phenyl)amino)-5-(trifluoromethyl)pyrimidin-4-yl)amino)propyl)cyclobutanecarboxamide